C(C)OC=1C=C(C=NC1O)OC=1C=CC=2N(C(C(=CN2)C)=O)C1 7-((5-ethoxy-6-hydroxypyridin-3-yl)oxy)-3-methyl-4H-pyrido[1,2-a]pyrimidin-4-one